CN(C1C[C@H]2CC[C@@H](C1)N2C(=O)OC(C)(C)C)C=2N=NC(=CC2)C=2C=CC(=C1C=NNC21)N2N=CC=C2 tert-butyl (1R,3R,5S)-3-[methyl([6-[4-(pyrazol-1-yl)-1H-indazol-7-yl]pyridazin-3-yl])amino]-8-azabicyclo[3.2.1]octane-8-carboxylate